ClC=1C(=NC(=NC1)N(C1=C(C=CC=C1)S(=O)(=O)C(C)C)C1=C(C=C(C(=C1)C)C=1CCN(CC1)C1CCOCC1)OC(C)C)N 5-chloro-N2-(2-isopropoxy-5-methyl-4-(1-(tetrahydro-2H-pyran-4-yl)-1,2,3,6-tetrahydropyridin-4-yl)phenyl)-N-(2-(isopropylsulfonyl)phenyl)pyrimidine-2,4-diamine